C(C)(C)(C)OC(=O)N[C@H]1CSC2=C(N(C1=O)CC1=CC=C(C=C1)Cl)C(=C(C=C2)C(=O)OC)F methyl (3R)-3-(tert-butoxycarbonylamino)-5-[(4-chlorophenyl)methyl]-6-fluoro-4-oxo-2,3-dihydro-1,5-benzothiazepine-7-carboxylate